FC1CC(CCC1C(=O)N1CCC2(CC1)CCC(CC2)N(C=2C1=C(N=CN2)NC=C1)C)=O 3-fluoro-4-{9-[methyl-(7H-pyrrolo[2,3-d]pyrimidin-4-yl)-amino]-3-aza-spiro[5.5]undec-3-carbonyl}-cyclohexanone